5-(3-(1-(tert-butyl)-1H-pyrazol-3-yl)cyclopentyl)-1H-pyrazol-3-amine C(C)(C)(C)N1N=C(C=C1)C1CC(CC1)C1=CC(=NN1)N